S(OC=1C=CC(=NC1)C1=NC=C(C=C1)OS(=O)(=O)F)(=O)(=O)F [2,2'-bipyridine]-5,5'-diyl bis(sulfurofluoridate)